CN(C(=O)[C@@H]1CC=2C(=NC=CC2)N1C1=NC(=CC(=C1)C(F)(F)F)C)C=1C=C(C=CC1)C (S)-N-methyl-1-(6-methyl-4-(trifluoromethyl)pyridin-2-yl)-N-(m-tolyl)-2,3-dihydro-1H-pyrrolo[2,3-b]pyridine-2-carboxamide